BrC1=CC=C(C=C1)/C=C/C(=O)N1CCN(CC1)C1=NC(=NC=C1)OC (E)-3-(4-bromophenyl)-1-(4-(2-methoxypyrimidin-4-yl)piperazin-1-yl)prop-2-en-1-one